4-bromo-2-ethyl-triazole BrC1=NN(N=C1)CC